4-(1-phenyl-1H-indazol-6-yl)pyridin-2-amine C1(=CC=CC=C1)N1N=CC2=CC=C(C=C12)C1=CC(=NC=C1)N